6,7-difluoro-N-(2-sulfamoylpyridin-4-yl)quinoline-3-carboxamide FC=1C=C2C=C(C=NC2=CC1F)C(=O)NC1=CC(=NC=C1)S(N)(=O)=O